FC=1C=C(C=CC1C=1N=C2SC3=C(N2C1)C=CC(=C3)C(NC3CCN(CC3)C)=O)[C@@H]3N(CCC3)C(=O)OC(C)(C)C tert-butyl (R)-2-(3-fluoro-4-(7-((1-methylpiperidin-4-yl)carbamoyl)benzo[d]imidazo[2,1-b]thiazol-2-yl)phenyl)pyrrolidine-1-carboxylate